NC1=NC2=C(C=CC=C2C(=N1)C(=O)NCC1=NC=CC=C1OC)OC 2-amino-8-methoxy-N-[(3-methoxy-2-pyridyl)methyl]quinazoline-4-carboxamide